(3,3-dimethylbut-1-yn-1-yl)-5-(2-((tetrahydrofuran-3-yl)amino)pyridin-4-yl)-1H-indazol-3-amine CC(C#CN1N=C(C2=CC(=CC=C12)C1=CC(=NC=C1)NC1COCC1)N)(C)C